CN(C1=C(C=C(C=O)C=C1)O)C 4-(DIMETHYLAMINO)-3-HYDROXYBENZALDEHYDE